FC1CC(N2N=C(N=C21)CO)C2=CC=CC=C2 (7-fluoro-5-phenyl-6,7-dihydro-5H-pyrrolo[1,2-b][1,2,4]triazol-2-yl)methanol